ClC1=CC(=C(C=C1)S(=O)(=O)N[C@@H]([C@H](C)C1=C(C(=C(C=C1)F)C)C)C=1OC(NN1)=O)OC 4-chloro-N-((1S,2R)-2-(4-fluoro-2,3-dimethylphenyl)-1-(5-oxo-4,5-dihydro-1,3,4-oxadiazol-2-yl)propyl)-2-methoxybenzenesulfonamide